FC(C(=O)O)(F)F.N[C@H]1CN(CC1)C(=O)C1CCN(CC1)C(=O)C1=C(C=C(C=C1)NC(=O)C=1N(C(=CN1)C1=C(C(=C(C=C1)OC(F)F)F)F)C)Cl N-[4-[4-[(3R)-3-aminopyrrolidine-1-carbonyl]piperidine-1-carbonyl]-3-chloro-phenyl]-5-[4-(difluoromethoxy)-2,3-difluoro-phenyl]-1-methyl-imidazole-2-carboxamide trifluoroacetate